2-(2-((5-(3-(aminomethyl)phenyl)-7-((cyclopentylmethyl)amino)benzofuran-3-yl)methoxy)-4-methoxyphenyl)acetic acid NCC=1C=C(C=CC1)C=1C=C(C2=C(C(=CO2)COC2=C(C=CC(=C2)OC)CC(=O)O)C1)NCC1CCCC1